CC=1N=C(C2=C(N1)OC=C2C(=O)NCC2=NC=CC=N2)NC2(CC2)C methyl-4-[(1-methylcyclopropyl)amino]-N-(pyrimidin-2-ylmethyl)furo[2,3-d]pyrimidine-5-carboxamide